C1(CC1)C=1C=C2C=C(C(N(C2=NC1)CC1=CC=C(C=C1)F)=O)C(=O)NC1CC2(C1)CCC2 6-cyclopropyl-1-(4-fluorobenzyl)-2-oxo-N-(spiro[3.3]heptan-2-yl)-1,2-dihydro-1,8-naphthyridine-3-carboxamide